(p-xylylene)bismaleimide C1(=CC=C(C=C1)CC=1C(=O)NC(C1)=O)CC=1C(=O)NC(C1)=O